N-{1-[(3bR,4aR)-1-{2-[4-(2,3-Dimethylphenyl)piperazin-1-yl]-2-oxoethyl}-3b,4,4a,5-tetrahydro-1H-cyclopropa[3,4]cyclopenta[1,2-c]pyrazol-3-carbonyl]piperidin-4-yl}-N-methylacetamid CC1=C(C=CC=C1C)N1CCN(CC1)C(CN1N=C(C2=C1C[C@@H]1[C@H]2C1)C(=O)N1CCC(CC1)N(C(C)=O)C)=O